CNCC1=CC2=NC(=CC=C2N1)C1=NC=CC=N1 2-{2-[(methylamino)methyl]-1H-pyrrolo[3,2-b]pyridin-5-yl}pyrimidin